indole-2-carbaldehyde N1C(=CC2=CC=CC=C12)C=O